[Pd].C1(CC1)C1=NN(N=C1)CCCN1CC(CC1)C1=CNC=2C=CC=C(C12)O 3-(1-(3-(4-cyclopropyl-2H-1,2,3-triazol-2-yl)propyl)pyrrolidin-3-yl)-1H-indol-4-ol Palladium